COC(CC=1C=2N(N=C(C1)Cl)C=C(N2)C)=O 2-(6-Chloro-2-methylimidazo[1,2-b]pyridazin-8-yl)acetic acid methyl ester